Methyl-(2-(((3-nitrophenyl)methyl)sulfonylamino)ethyl)carbamic acid tert-butyl ester C(C)(C)(C)OC(N(CCNS(=O)(=O)CC1=CC(=CC=C1)[N+](=O)[O-])C)=O